C(C)C(COC(C1=CC=C(C=C1)N(C)C)=O)CCCC 2-Ethylhexyl-4-dimethylaminobenzoate